NC1=NC=CC=C1C1=NC2=C(N1C1=CC=C(CNC(=O)C=3C=C(C=CC3)CC(=O)OC)C=C1)C=CC=C2 methyl 2-(3-((4-(2-(2-aminopyridin-3-yl)-1H-benzo[d]imidazol-1-yl)benzyl)carbamoyl)phenyl)acetate